COC(=O)C=1C=C2NC(C(NC2=C(C1)OC(F)F)CC)=O 8-(difluoromethoxy)-2-ethyl-3-oxo-1,2,3,4-tetrahydroquinoxaline-6-carboxylic acid methyl ester